ClC1=C(C=CC=C1)C1=CC2=C(N=C(N=C2)NC=2C=C(C(=O)[O-])C=CC2)N2C1=NCC2 3-((6-(2-chlorophenyl)-8,9-dihydroimidazo[1',2':1,6]pyrido[2,3-d]pyrimidin-2-yl)amino)benzoate